diphenyl-(terphenylyl)(phenylquinazolinyl)indolocarbazole C1(=CC=CC=C1)C=1C(=C(C(=C2C1N=C1C=CC3=C4C=CC=CC4=NC3=C12)C1=NC2=CC=CC=C2C(=N1)C1=CC=CC=C1)C1=C(C=CC=C1)C=1C(=CC=CC1)C1=CC=CC=C1)C1=CC=CC=C1